2-[[1-[3-[(2,2-Difluoro-1,3-benzodioxol-5-yl)-methyl-carbamoyl]phenyl]-3-(trifluoromethyl)-6,7-dihydro-4H-pyrano[4,3-c]pyrazol-7-yl]oxy]pyridin FC1(OC2=C(O1)C=CC(=C2)N(C(=O)C=2C=C(C=CC2)N2N=C(C1=C2C(COC1)OC1=NC=CC=C1)C(F)(F)F)C)F